(4R,7S)-2-((trans-2-((4-(5,6-dihydro-11H-benzo[5,6]cyclohepta[1,2-b]pyridin-11-ylidene)piperidin-1-yl)methyl)cyclohexyl)methyl)hexahydro-1H-4,7-methanoisoindole-1,3(2H)-dione N1=C2C(=CC=C1)CCC1=C(C2=C2CCN(CC2)C[C@H]2[C@@H](CCCC2)CN2C(C3[C@H]4CC[C@@H](C3C2=O)C4)=O)C=CC=C1